NC(C)C1=CC(=NC(=C1)C1=CC=C(C=C1)F)OC1[C@@H]2CN(C[C@H]12)C(=O)C1=CC(=NN1C)C1=NOC=C1 ((1R,5S,6s)-6-((4-(1-aminoethyl)-6-(4-fluorophenyl)pyridin-2-yl)oxy)-3-azabicyclo[3.1.0]hexan-3-yl)(3-(isoxazol-3-yl)-1-methyl-1H-pyrazol-5-yl)methanone